4-(aminocarbonyl)amino-D-phenylalanine NC(=O)NC1=CC=C(C[C@@H](N)C(=O)O)C=C1